(2S,4R)-1-[(1S)-5-acetyl-2-oxa-5-azabicyclo[2.2.1]heptane-1-carbonyl]-4-fluoro-N-[(S)-phenyl[4-(propan-2-yl)phenyl]methyl]pyrrolidine-2-carboxamide C(C)(=O)N1C2CO[C@](C1)(C2)C(=O)N2[C@@H](C[C@H](C2)F)C(=O)N[C@H](C2=CC=C(C=C2)C(C)C)C2=CC=CC=C2